COC1=C(C=CC=C1)[C@H](C)N1N=C(C=C1C(=O)N)C(=O)NC 1-((S)-1-(2-methoxyphenyl)ethyl)-N3-methyl-1H-pyrazole-3,5-dicarboxamide